C[C@@H]1CC(C=C2CC[C@H](C[C@@]12C)C(=C)C)=O 4,4a,5,6,7,8-hexahydro-(4R,4aS,6R)-4,4a-dimethyl-6-(1-methylethenyl)-2(3H)-naphthalenone